ethyl 4-methyl-2-(2-{5H-[1,2,4]triazino[5,6-b]indol-3-ylsulfanyl}butanamido)-1,3-thiazole-5-carboxylate CC=1N=C(SC1C(=O)OCC)NC(C(CC)SC=1N=NC2=C(NC=3C=CC=CC23)N1)=O